C1(CC1)S(=O)(=O)N1N=CC(=C1)C1=NC=C(C(=N1)NC1=NC=C(C(=C1)NC1CCC(CC1)(O)C)C1=NN(C=C1)C(F)F)F (1s,4s)-4-((2-((2-(1-(Cyclopropylsulfonyl)-1H-pyrazol-4-yl)-5-fluoropyrimidin-4-yl)amino)-5-(1-(difluoromethyl)-1H-pyrazol-3-yl)pyridin-4-yl)amino)-1-methylcyclohexan-1-ol